F[C@@H]1CN(CC1)C1=NC=CC(=C1C=1N=C2N(C=CC=C2)C1)C1=CC=CC=C1 (S)-2-(2-(3-fluoropyrrolidin-1-yl)-4-phenylpyridin-3-yl)imidazo[1,2-a]pyridine